tert-butyl (S)-2-((4-amino-7-bromo-1H-imidazo[4,5-c]quinolin-2-yl)methyl)pyrrolidine-1-carboxylate NC1=NC=2C=C(C=CC2C2=C1N=C(N2)C[C@H]2N(CCC2)C(=O)OC(C)(C)C)Br